NC1=NC=CC2=C1N(C(N2[C@H]2CN(CCC2)C(=O)C(C#N)=CC2(CC2)C2=CC=CC=C2)=O)C2=CC=C(C=C2)OC2=CC=CC=C2 (R)-2-(3-(4-amino-2-oxo-3-(4-phenoxyphenyl)-2,3-dihydro-1H-imidazo[4,5-c]pyridin-1-yl)piperidine-1-carbonyl)-3-(1-phenylcyclopropyl)acrylonitrile